N-((2-(6-((cis)-2,6-dimethylmorpholino)pyridin-2-yl)-1,6-naphthyridin-7-yl)methyl)-3-(N,S-dimethylsulfonimidoyl)-4-methylbenzamide C[C@@H]1O[C@@H](CN(C1)C1=CC=CC(=N1)C1=NC2=CC(=NC=C2C=C1)CNC(C1=CC(=C(C=C1)C)S(=O)(=NC)C)=O)C